2,4-dioxo-pyrimidine-5-carboxamide O=C1NC=C(C(N1)=O)C(=O)N